naphthalene-2,7-diol C1=C(C=CC2=CC=C(C=C12)O)O